CC=1C=CC=2NC3=CC=C(C=C3OC2C1)C 3,7-dimethyl-phenoxazine